BrC1=C(C=C(C=C1C)O)C 4-monobromo-3,5-dimethylphenol